ClC=1C2=C(C(=NC1)N)C(=NN2C(C)C)C2=NOC(=C2C=2N=CN(C2)C)C2CC2 7-chloro-3-(5-cyclopropyl-4-(1-methyl-1H-imidazol-4-yl)isoxazol-3-yl)-1-isopropyl-1H-pyrazolo[4,3-c]pyridin-4-amine